[C@H]12OC[C@H](N(C1)C=1C=CC(=NC1)NC=1C3=C(C(=NC1)C1=C4C(=NC=C1)N(C=C4)C)CNC3=O)C2 7-((5-((1R,4R)-2-oxa-5-aza-bicyclo[2.2.1]heptan-5-yl)pyridin-2-yl)amino)-4-(1-methyl-1H-pyrrolo[2,3-b]pyridin-4-yl)-2,3-dihydro-1H-pyrrolo[3,4-c]pyridin-1-one